C(#C)C1=CC2=C(N=CN=C2)S1 6-ethynylthieno[2,3-d]pyrimidin